CO\N=C/1\C2=C(NC=N1)N(C=C2)[C@H]2[C@@H]([C@@H]([C@H](C2)CCC2=CC=C1C=C(C(=NC1=C2)N)Br)O)O (Z)-7-((1R,2S,3R,4S)-4-(2-(2-amino-3-bromoquinolin-7-yl)ethyl)-2,3-dihydroxycyclopentyl)-1,7-dihydro-4H-pyrrolo[2,3-d]pyrimidin-4-one O-methyl oxime